Benzyl 1-(benzyloxycarbonylsulfamoyl)-3-[3-(methylcarbamoyl)phenyl]pyrrole-2-carboxylate C(C1=CC=CC=C1)OC(=O)NS(=O)(=O)N1C(=C(C=C1)C1=CC(=CC=C1)C(NC)=O)C(=O)OCC1=CC=CC=C1